1-(3-fluoro-5-hydroxy-2-methylpyridin-4-yl)ethan-1-one FC=1C(=NC=C(C1C(C)=O)O)C